C(C)(C)(C)OC(N(C)CC1=NC(=CC2=C1CNC2=O)N2C1CCC2CC1)=O ((6-(7-azabicyclo[2.2.1]heptan-7-yl)-1-oxo-2,3-dihydro-1H-pyrrolo[3,4-c]pyridin-4-yl)methyl)(methyl)carbamic acid tert-butyl ester